[4-[[3-[4-(Difluoromethoxy)phenyl]imidazo[1,2-a]pyrazin-8-yl]amino]-2-methyl-phenyl]-[4-(4-methylpiperazine-1-carbonyl)piperazin-1-yl]methanone FC(OC1=CC=C(C=C1)C1=CN=C2N1C=CN=C2NC2=CC(=C(C=C2)C(=O)N2CCN(CC2)C(=O)N2CCN(CC2)C)C)F